O=C1NC(CCC1N1C(C2=CC=CC(=C2C1)CC(C(=O)N)CCCCCC)=O)=O ((2-(2,6-dioxopiperidin-3-yl)-1-oxoisoindolin-4-yl)methyl)octanamide